C(C1=CC=CC=C1)OC(=O)N1C(NCC1C(=O)O)=O 3-((benzyloxy)carbonyl)-2-oxoimidazoline-4-carboxylic acid